(5S)-2-{[3-Chloro-4-(trifluoromethyl)pyridin-2-yl]methyl}-5-(pyrrolidin-1-ylcarbonyl)-5,6,7,8-tetrahydro[1,2,4]triazolo[4,3-a]pyridin-3(2H)-one ClC=1C(=NC=CC1C(F)(F)F)CN1N=C2N([C@@H](CCC2)C(=O)N2CCCC2)C1=O